decahydropteridine N1CNCC2NCCNC12